3,4,5-trichlorothiophene-2-carboxamide ClC1=C(SC(=C1Cl)Cl)C(=O)N